O[C@@H]1CN(C[C@@H]([C@H]1O)CO)C(CCCCCCCCCCC(=O)OCC1=CC=CC=C1)=O benzyl 12-((3R,4R,5R)-3,4-dihydroxy-5-(hydroxymethyl) piperidin-1-yl)-12-oxododecanoate